octadecanoic acid dodecyl ester C(CCCCCCCCCCC)OC(CCCCCCCCCCCCCCCCC)=O